C1=NC=CC=2CCCC(C12)C(=O)OCC ethyl 5,6,7,8-tetrahydroisoquinoline-8-carboxylate